NC1=NC=CC=C1C1=NC=2C(=NC=CC2)N1C1=CC=C(CNC(C2=NC=CC(=C2)C#N)=O)C=C1 N-(4-(2-(2-Aminopyridin-3-yl)-3H-imidazo[4,5-b]pyridin-3-yl)benzyl)-4-cyanopicolinamide